C(=O)(O)C=1C(=C(C(=O)NC(C2=C(C(=CC(=C2)O)CC(=O)O)O)=O)C=C(C1)O)O N-(3-Carboxy-2,5-dihydroxybenzoyl)3-carboxymethyl-2,5-dihydroxybenzamid